FC1=CC=C(C=C1)C=1N=NN(C1I)C[C@@H](C(C)(C)C)N1C=C(C(C=C1)=O)C(=O)OCC ethyl (R)-1-(1-(4-(4-fluorophenyl)-5-iodo-1H-1,2,3-triazol-1-yl)-3,3-dimethylbutan-2-yl)-4-oxo-1,4-dihydropyridine-3-carboxylate